N,N-diisopropyl-3-hydroxy-4-methoxy-2-picolinamide C(C)(C)N(C(C1=NC=CC(=C1O)OC)=O)C(C)C